ClC=1C=C(C=CC1N(C)C)NC(=O)NCC=1SC=C2C1CN(C2=O)C2C(NC(CC2)=O)=O 1-(3-chloro-4-(dimethylamino)phenyl)-3-((5-(2,6-dioxopiperidin-3-yl)-4-oxo-5,6-dihydro-4H-thieno[3,4-c]pyrrol-1-yl)methyl)urea